ClC=1C=C2C(C(=CN(C2=CC1N1CC2=NC=CC=C2C1)C1=CC(=C(C=C1)O)F)C(=O)O)=O 6-chloro-1-(3-fluoro-4-hydroxy-phenyl)-4-oxo-7-{5H,6H,7H-pyrrolo[3,4-b]pyridin-6-yl}-1,4-dihydro-quinoline-3-carboxylic acid